1-(2-bromoethynyl)-4-chlorobenzene BrC#CC1=CC=C(C=C1)Cl